(R)-3-((2,4-difluorobenzyl)oxy)-8,9,9a,10-tetrahydropyrimido[6',1':2,3]imidazo[1,5-c][1,3]oxazin-1(6H)-one FC1=C(COC2=NC(N3C(N4COCC[C@@H]4C3)=C2)=O)C=CC(=C1)F